tert-butyl (5-fluoro-4-(1-(oxetan-3-yl)piperidin-4-yl)pyridin-3-yl)carbamate FC=1C(=C(C=NC1)NC(OC(C)(C)C)=O)C1CCN(CC1)C1COC1